FC1=CC=C(C=C1)N1N=C(C(=C1C(=O)OC)C(=O)OC)C(F)(F)F dimethyl 1-(4-fluorophenyl)-3-(trifluoromethyl)-1H-pyrazole-4,5-dicarboxylate